Tri-calcium phosphate P(=O)([O-])([O-])[O-].[Ca+2].[Ca+2].[Ca+2].P(=O)([O-])([O-])[O-]